(6-fluoro-3,4-dihydroquinolin-1(2H)-yl)(6-(4-(trifluoromethyl)phenyl)pyrazin-2-yl)methanone FC=1C=C2CCCN(C2=CC1)C(=O)C1=NC(=CN=C1)C1=CC=C(C=C1)C(F)(F)F